6-bromo-4-(6-(6-((6-methoxypyridin-3-yl)methyl)-3,6-diazabicyclo[3.1.1]heptan-3-yl)pyridin-3-yl)pyrazole BrC1(C=CC(=CN1)C=1C=NNC1)N1CC2N(C(C1)C2)CC=2C=NC(=CC2)OC